N-(2-((5-cyano-4-((2-isopropoxyphenyl)amino)pyrimidin-2-yl)amino)-5-(4-isopropylpiperazin-1-yl)phenyl)acrylamide C(#N)C=1C(=NC(=NC1)NC1=C(C=C(C=C1)N1CCN(CC1)C(C)C)NC(C=C)=O)NC1=C(C=CC=C1)OC(C)C